CN(CCNC1=NC(=NC2=CC=CC=C12)NC1=CC=C(C=C1)CC)C N4-(2-(dimethylamino)ethyl)-N2-(4-ethylphenyl)quinazoline-2,4-diamine